4-((E)-4-fluorobenzylidene)-2-methyldec-2-en-1-ol FC1=CC=C(\C=C(\C=C(CO)C)/CCCCCC)C=C1